methyl 4-(3-(4-methoxybenzyl)-2,4-dioxotetrahydropyrimidin-1(2H)-yl)-5-methylpicolinate COC1=CC=C(CN2C(N(CCC2=O)C2=CC(=NC=C2C)C(=O)OC)=O)C=C1